C(#N)C1=CC(=C(C=C1)NS(=O)(=O)C1=CN(C(=C1)C(C)C1=NC=CC=C1)S(=O)(=O)C1=CC=C(C)C=C1)F N-(4-cyano-2-fluorophenyl)-5-(1-(pyridin-2-yl)ethyl)-1-tosyl-1H-pyrrole-3-sulfonamide